FC=1C(=NC=CC1)N1C(N(C=2C=NC=3C=C(C(=CC3C21)C=2C=NNC2)OC)C)=O 1-(3-Fluoropyridin-2-yl)-7-methoxy-3-methyl-8-(1H-pyrazol-4-yl)-1,3-dihydro-imidazo[4,5-c]quinolin-2-one